C(C1=CC=CC=C1)OC(=O)N1CC(CC1)OC(CCNC=1N=[N+](C2=C(N1)C=CC(=C2)OC(F)(F)F)[O-])=O 3-((3-((1-(benzyl-Oxycarbonyl)pyrrolidin-3-yl)oxy)-3-oxopropyl)amino)-7-trifluoromethoxy-benzo[e][1,2,4]triazine-1-Oxide